8-(4-chloro-2-fluorophenyl)-6-((2R,4S)-2-(1-cyclopropyl-1H-pyrazol-4-yl)tetrahydro-2H-pyran-4-yl)-2,3-dimethylpyrido[2,3-b]pyrazine ClC1=CC(=C(C=C1)C1=CC(=NC2=NC(=C(N=C21)C)C)[C@@H]2C[C@@H](OCC2)C=2C=NN(C2)C2CC2)F